The molecule is a thujane monoterpenoid that is thujane substituted by an oxo group at position 3. It has a role as a plant metabolite. It is a thujane monoterpenoid and a cyclic terpene ketone. CC1C2CC2(CC1=O)C(C)C